(s)-2,2,2-Trifluoro-1-(4-((3-methylpyridin-4-yl)methyl)-1H-imidazol-2-yl)ethan-1-ol FC([C@@H](O)C=1NC=C(N1)CC1=C(C=NC=C1)C)(F)F